dimethylethylammonium 1-propanesulfonate C(CC)S(=O)(=O)[O-].C[NH+](CC)C